ClC1=NC(=NC(=C1)C1=C(C=CC=C1C)C)NS(=O)(=O)C=1C=C(C(=O)N2[C@H](CN(C[C@H](C2)O)C(=O)OC(C)(C)C)CC(C)C)C=CC1 tert-butyl (3S,6S)-4-[3-[[4-chloro-6-(2,6-dimethylphenyl)pyrimidin-2-yl]sulfamoyl]benzoyl]-6-hydroxy-3-isobutyl-1,4-diazepane-1-carboxylate